ClC1=CC=C2C(=N1)NC(C2=O)=O 6-chloro-1H-pyrrolo[2,3-b]pyridine-2,3-dione